bisuridine monophosphate P(=O)(O)(O)O.[C@@H]1([C@H](O)[C@H](O)[C@@H](CO)O1)N1C(=O)NC(=O)C=C1.[C@@H]1([C@H](O)[C@H](O)[C@@H](CO)O1)N1C(=O)NC(=O)C=C1